N-[(1S)-1-(dicyclopropylmethyl)-2-[[5-[5-(difluoromethoxy)-2-methyl-1-oxido-pyridin-1-ium-3-yl]-6-fluoro-2-pyridyl]amino]-2-oxo-ethyl]-2-isopropyl-pyrazole-3-carboxamide C1(CC1)C([C@@H](C(=O)NC1=NC(=C(C=C1)C=1C(=[N+](C=C(C1)OC(F)F)[O-])C)F)NC(=O)C=1N(N=CC1)C(C)C)C1CC1